quinoxalino[2,3-a]phenazine C1=CC=CC2=NC=3C(=C4N=C5C=CC=CC5=NC4=CC3)N=C12